FC(C1=CC(=NN1CC1CC2(CNC2)C1)C)F 6-[[5-(difluoromethyl)-3-methyl-pyrazol-1-yl]methyl]-2-azaspiro[3.3]heptane